CCCC=O 3-methyl-propan-1-one